3,5-diacetylenylaniline C(#C)C=1C=C(N)C=C(C1)C#C